rac-N-(2-(5,5-difluorotetrahydro-2H-pyran-2-yl)-4-(2,4,5-trifluorophenyl)pyridin-3-yl)-2-isopropylpyrimidine-5-carboxamide FC1(CC[C@@H](OC1)C1=NC=CC(=C1NC(=O)C=1C=NC(=NC1)C(C)C)C1=C(C=C(C(=C1)F)F)F)F |r|